4-[4-(4-fluorophenyl)-2-(4-nitrophenyl)-1H-imidazol-5-yl]pyridine FC1=CC=C(C=C1)C=1N=C(NC1C1=CC=NC=C1)C1=CC=C(C=C1)[N+](=O)[O-]